N-(3-((2-(3-(benzofuran-5-yl)ureido)-6-methylpyrimidin-4-yl)amino)propyl)acetamide O1C=CC2=C1C=CC(=C2)NC(NC2=NC(=CC(=N2)NCCCNC(C)=O)C)=O